N1N=CC(=C1)C=1C2=C(C(=NC1)NCC=1C=C(C(=O)NCC=3N=CN(C3)C)C=CC1)CCO2 3-(((7-(1H-Pyrazol-4-yl)-2,3-dihydrofuro[3,2-c]pyridin-4-yl)amino)methyl)-N-((1-methyl-1H-imidazol-4-yl)methyl)benzamid